(R)-N-(1-(3-fluorophenyl)piperidin-3-yl)-5-morpholinopyridazin-3-amine FC=1C=C(C=CC1)N1C[C@@H](CCC1)NC=1N=NC=C(C1)N1CCOCC1